(E)-1-(4-fluorophenyl)-1,4-diphenyl-1-butene-3-yne FC1=CC=C(C=C1)\C(=C\C#CC1=CC=CC=C1)\C1=CC=CC=C1